Cl.C(C)C12OC3(CC(CC(C1)C3)C2)N 3-ethyl-2-oxaadamantan-1-amine hydrochloride